OC1=C(C=O)C(=CC=C1)OC[C@H]1N(CCOC1)C(=O)C1=NC=CN=C1CCOC (S)-2-hydroxy-6-((4-(3-(2-methoxyethyl)pyrazine-2-carbonyl)morpholin-3-yl)methoxy)benzaldehyde